2-(2-morpholinylpyrimidin-5-yl)-9-(p-tolyl)-6,7,8,9-tetrahydrobenzo[4,5]imidazo[1,2-a]pyridin-9-ol N1(CCOCC1)C1=NC=C(C=N1)C=1C=CC=2N(C1)C1=C(N2)CCCC1(O)C1=CC=C(C=C1)C